1-(4-fluoro-2-methylphenyl)-3-(1-methyl-1H-pyrazol-5-yl)-6-(trifluoromethyl)-2,3-dihydroquinazolin-4(1H)-one FC1=CC(=C(C=C1)N1CN(C(C2=CC(=CC=C12)C(F)(F)F)=O)C1=CC=NN1C)C